CC1(OB(OC1(C)C)C1=CC=C(C=C1)[C@@H](CC(=O)OC)C)C Methyl (3R)-3-[4-(4,4,5,5-tetramethyl-1,3,2-dioxaborolan-2-yl)phenyl]butanoate